Cl.FC(C=1C(=NC=C(C1)C(F)(F)F)N1CCNCC1)(F)F 1-(3,5-bis(trifluoromethyl)pyridin-2-yl)piperazine hydrochloride